(R)-N4-(1-(4H-1,2,4-triazol-3-yl)pentyl)pyrido[3,2-d]pyrimidine-2,4-diamine N=1N=C(NC1)[C@@H](CCCC)NC=1C2=C(N=C(N1)N)C=CC=N2